tert-butyl 2-(benzhydrylideneamino)-2-[[4-(methoxymethoxy)phenyl]methyl]butanoate C(C1=CC=CC=C1)(C1=CC=CC=C1)=NC(C(=O)OC(C)(C)C)(CC)CC1=CC=C(C=C1)OCOC